CC(CNC)NC(C=C)=O N-[1-methyl-2-(methylamino)ethyl]-propenamide